FC(C(=O)O)(F)F.FC(C(=O)O)(F)F.N1=NC(N=C1)=O 1,2,4-triazol-3-one bistrifluoroacetate salt